4-[1-(3-furylmethyl)-1H-pyrazol-4-yl]-1H-pyrrolo[2,3-b]pyridine O1C=C(C=C1)CN1N=CC(=C1)C1=C2C(=NC=C1)NC=C2